3-(3-(naphthalen-1-yl)acryloyl)oxazolidin-2-one C1(=CC=CC2=CC=CC=C12)C=CC(=O)N1C(OCC1)=O